Cl.CN1C(N(C2=C1C=C(C=C2)N(C2CCNCC2)C)C2C(NC(CC2)=O)=O)=O 3-{3-Methyl-5-[methyl(piperidin-4-yl)amino]-2-oxo-1,3-benzodiazol-1-yl}piperidine-2,6-dione hydrochloride